1,3-Di-p-tolylcarbodiimide CC1=CC=C(C=C1)N=C=NC2=CC=C(C=C2)C